N-Fmoc-N-Boc-L-lysine C(=O)(OCC1C2=CC=CC=C2C2=CC=CC=C12)N([C@@H](CCCCN)C(=O)O)C(=O)OC(C)(C)C